BrC=1C(=C(C=CC1C(F)(F)F)C[C@@H](C(=O)OC)NC(=O)OC(C)(C)C)OCC1=CC=C(C=C1)OC methyl (2S)-3-{3-bromo-2-[(4-methoxyphenyl)methoxy]-4-(trifluoromethyl) phenyl}-2-[(tert-butoxycarbonyl)amino]propanoate